4-chloro-2,6-dimethyl-3-nitropyridine ClC1=C(C(=NC(=C1)C)C)[N+](=O)[O-]